N-[6-(3-azabicyclo[3.1.0]hexan-3-yl)-5-(4-methyl-2-phenylpiperazine-1-carbonyl)pyridin-2-yl]cyclopropanecarboxamide C12CN(CC2C1)C1=C(C=CC(=N1)NC(=O)C1CC1)C(=O)N1C(CN(CC1)C)C1=CC=CC=C1